C1(C=CC(N1CCCCCCCN1C(C=CC1=O)=O)=O)=O N,N'-heptamethylenebismaleimide